C(C)(C)(C)C1CCC(CC1)OC=1C=C2C=CC(=CC2=CC1)CN1CCC(CC1)O 1-[6-(4-tert-Butyl-cyclohexyloxy)-naphthalen-2-ylmethyl]-4-hydroxy-piperidin